CCC(C)C.[Nd] Neodymium Isopentane